(S)-4-morpholino-6-(2-(pyridin-2-ylmethyl)azepan-1-yl)pyridin-2(1H)-one O1CCN(CC1)C1=CC(NC(=C1)N1[C@@H](CCCCC1)CC1=NC=CC=C1)=O